N1N=CC=2C1=NC=C(C2)CN2CC1=C(CC2)C(=CS1)C(=O)NC=1C=NC=C(C1)C(F)(F)F 6-(1H-pyrazolo[3,4-b]pyridin-5-ylmethyl)-N-[5-(trifluoromethyl)-3-pyridyl]-5,7-dihydro-4H-thieno[2,3-c]pyridine-3-carboxamide